2-fluoro-3-(trifluoromethoxy)bromobenzene FC1=C(C=CC=C1OC(F)(F)F)Br